P(=O)(OCCCC)(OC[C@H]1O[C@H](C[C@@H]1O)N1C(N=C(C=C1)NC)=O)O butyl (((2R,3S,5R)-3-hydroxy-5-(4-(methylamino)-2-oxopyrimidin-1(2H)-yl)tetrahydrofuran-2-yl)methyl) hydrogen phosphate